5-amino-N-(2-{9-amino-2-oxa-7-azaspiro[4.4]nonan-7-yl}-4-fluoro-5,6,7,8-tetrahydroquinolin-6-yl)-2,4-dimethylthieno[2,3-d]pyrimidine-6-carboxamide NC1=C(SC=2N=C(N=C(C21)C)C)C(=O)NC2CC=1C(=CC(=NC1CC2)N2CC1(CCOC1)C(C2)N)F